N-(1-methyl-3-(((2S,3R)-2-methyloxetan-3-yl)oxy)-1H-pyrazol-4-yl)carboxamide CN1N=C(C(=C1)NC=O)O[C@H]1[C@@H](OC1)C